gold-silver-palladium-ruthenium [Ru].[Pd].[Ag].[Au]